C(CCC)[C@@]1(CS(C2=C(N(C1)C1=CC=CC=C1)C=C(C(=C2)O\C=C(\C(=O)O)/F)N(C)C)(=O)=O)CC (S)-(Z)-3-((3-butyl-7-(dimethylamino)-3-ethyl-1,1-dioxido-5-phenyl-2,3,4,5-tetrahydro-1,5-benzothiazepin-8-yl)oxy)-2-fluoroacrylic acid